(S)-8,8-dimethyl-2-((5-(4-(2-oxopyrrolidin-1-yl)phenyl)pyridin-2-yl)amino)-6,6a,7,8-tetrahydro-9H-pyrido[2,3-b]pyrrolo[1,2-d][1,4]oxazin-9-one CC1(C[C@@H]2N(C3=C(OC2)N=CC(=C3)NC3=NC=C(C=C3)C3=CC=C(C=C3)N3C(CCC3)=O)C1=O)C